(3S,6S,10aR)-8,8-difluoro-6-((S)-2-(methylamino)propanamido)-5-oxo-N-((R)-1,2,3,4-tetrahydronaphthalen-1-yl)decahydropyrrolo[1,2-a]azocine-3-carboxamide FC1(CC[C@@H]2N(C([C@H](C1)NC([C@H](C)NC)=O)=O)[C@@H](CC2)C(=O)N[C@@H]2CCCC1=CC=CC=C21)F